2,2,3,3,11,11,12,12-octamethyl-5,9-dioctyl-7-[5-(triphenylmethoxy)pentyl]-4,10-dioxa-7-aza-3,11-disilatridecane CC(C)([Si](OC(CN(CC(O[Si](C(C)(C)C)(C)C)CCCCCCCC)CCCCCOC(C1=CC=CC=C1)(C1=CC=CC=C1)C1=CC=CC=C1)CCCCCCCC)(C)C)C